3-amino-N-(2-{4-amino-6-oxa-2-azaspiro[4.5]decan-2-yl}-5,6,7,8-tetrahydroquinolin-6-yl)-4,6-dimethylthieno[2,3-b]pyridine-2-carboxamide NC1=C(SC2=NC(=CC(=C21)C)C)C(=O)NC2CC=1C=CC(=NC1CC2)N2CC1(C(C2)N)OCCCC1